(E)-3-(3-Hydroxy-4-methoxyphenyl)-1-[4-(2-morpholin-4-yl-2-oxoethoxy)phenyl]prop-2-en-1-one OC=1C=C(C=CC1OC)/C=C/C(=O)C1=CC=C(C=C1)OCC(=O)N1CCOCC1